1,3-dimethyl-4-(2-chloro-3-methoxymethyl-4-methylsulfonylbenzoyl)-5-hydroxypyrazole CN1N=C(C(=C1O)C(C1=C(C(=C(C=C1)S(=O)(=O)C)COC)Cl)=O)C